NC=1SC2=C(N1)C=CC1=CC=CC=C12 2-aminonaphtho[2,1-d]thiazole